C(CC)(=O)O[C@H]1[C@@H](O[C@@H]([C@@H]1F)N1C(NC(C(=C1)C)=O)=O)COP(=O)(OC1=CC=CC=C1)N[C@H](C(OC)OC)C (2S,3S,4R,5S)-2-((((((S)-1,1-Dimethoxypropan-2-yl)amino)(phenoxy)phosphoryl)oxy)methyl)-4-fluoro-5-(5-methyl-2,4-dioxo-3,4-dihydropyrimidin-1(2H)-yl)tetrahydrofuran-3-yl propionate